C(C)(C)(C)OC(=O)N1CC2=C(CC1)NN=C2C(=O)N2CCC(CC2)C2=C(C=CC(=C2)F)C(F)(F)F 3-(4-(5-fluoro-2-(trifluoromethyl)phenyl)piperidine-1-carbonyl)-6,7-dihydro-1H-pyrazolo[4,3-c]Pyridine-5(4H)-carboxylic acid tert-butyl ester